FC1=CC=CC=2NC(=NC21)CCNCCC=2OC=C(N2)C(=O)NCC2=NC=CC=C2 2-(2-{[2-(4-fluoro-1H-1,3-benzodiazol-2-yl)ethyl]amino}ethyl)-N-(pyridin-2-ylmethyl)-1,3-oxazole-4-carboxamide